1-N'-[5-fluoro-6-[7-methoxy-6-(methylcarbamoyl)quinolin-4-yl]oxypyridin-3-yl]-1-N-(4-fluorophenyl)cyclopropane-1,1-dicarboxamide FC=1C=C(C=NC1OC1=CC=NC2=CC(=C(C=C12)C(NC)=O)OC)NC(=O)C1(CC1)C(=O)NC1=CC=C(C=C1)F